O1C(=CC2=C1C=CC=C2)C=2C=C(C=CC2)C2=NC=C(C(=C2)C([2H])([2H])[2H])C([2H])([2H])[2H] 2-(3-(benzofuran-2-yl)phenyl)-4,5-bis(methyl-d3)pyridine